C(C)C1N(CCCNC1)S(=O)(=O)C=1N=C(C2=CC=CC=C2C1)OC ((2-ethyl-1,4-diazepan-1-yl)sulfonyl)-1-methoxyisoquinoline